phenylpentane CCCCCC1=CC=CC=C1